2'-(6,7-difluoro-1-(2-hydroxy-2-methylpropyl)-1H-benzo[d][1,2,3]triazol-5-yl)-3-fluoro-[1,1'-biphenyl]-4-carbonitrile FC=1C(=CC2=C(N(N=N2)CC(C)(C)O)C1F)C1=C(C=CC=C1)C1=CC(=C(C=C1)C#N)F